3-bromopropanamide BrCCC(=O)N